N-(4-methyl-3-(7-(methyl-d3)-2-((methyl-d3)amino)pyrido[2,3-d]pyrimidin-6-yl)phenyl)-2-(trifluoromethyl)isonicotinamide CC1=C(C=C(C=C1)NC(C1=CC(=NC=C1)C(F)(F)F)=O)C1=CC2=C(N=C(N=C2)NC([2H])([2H])[2H])N=C1C([2H])([2H])[2H]